3-(6-((4-(4-amino-3-(4-phenoxyphenyl)-1H-pyrazolo[3,4-d]pyrimidin-1-yl)piperidin-1-yl)methyl)pyrazin-2-yl)piperidine-2,6-dione NC1=C2C(=NC=N1)N(N=C2C2=CC=C(C=C2)OC2=CC=CC=C2)C2CCN(CC2)CC2=CN=CC(=N2)C2C(NC(CC2)=O)=O